(2S,4R)-1-(2-(3-acetyl-5-(5-methylpyrazin-2-yl)-1H-indazol-1-yl)acetyl)-N-(6-bromopyridin-2-yl)-4-fluoropyrrolidine-2-carboxamide C(C)(=O)C1=NN(C2=CC=C(C=C12)C1=NC=C(N=C1)C)CC(=O)N1[C@@H](C[C@H](C1)F)C(=O)NC1=NC(=CC=C1)Br